C1(C(=CC=C2C(C=CC=C12)=O)[N+]#N)=O 5-naphthoquinonediazonium